4-(4-Amino-2-fluorophenyl)-2,5-dihydrofuran-3-carboxylic acid methyl ester COC(=O)C=1COCC1C1=C(C=C(C=C1)N)F